C(N)(=O)C1=CN(C2=CC=C(C=C12)C1=CC2=C(C=C1)CC2)CC(=O)O 2-(3-Carbamoyl-5-(1,2-dihydrocyclobutabenzen-4-yl)-1H-indol-1-yl)acetic Acid